8-methoxy-10,10-dimethyl-11-phenyl-2-(trifluoromethyl)-10H-indeno[1,2-b]quinoline COC1=CC=2C(C=3C(=NC2C=C1)C1=CC=C(C=C1C3C3=CC=CC=C3)C(F)(F)F)(C)C